C1(CC(=O)OC2C(C(N(C(C2)(C)C)C)(C)C)C(C2C(N(C(CC2O1)(C)C)C)(C)C)C1=CC=C(C=C1)OC)=O propanedioic acid, [(4-methoxyphenyl)-methylene]-bis(1,2,2,6,6-pentamethyl-4-piperidinyl) ester